(cis)-2,6-dimethyl-4-(5,6,7,8-tetrahydroisoquinolin-1-yl)morpholine C[C@@H]1CN(C[C@@H](O1)C)C1=NC=CC=2CCCCC12